C(CCCCCCCCCCC\C=C/CCCCCCCC)(=O)O (13Z)-docos-13-enoic acid